C(C)(=O)O[C@H]([C@@H](CN=[N+]=[N-])OC(C)=O)[C@@H]1O[C@](C[C@@H]([C@H]1NC(C)=O)OC(C)=O)(C(=O)OC)CC=C (1R,2R)-1-((2R,3R,4S,6R)-3-acetamido-4-acetoxy-6-allyl-6-(methoxycarbonyl)tetrahydro-2H-pyran-2-yl)-3-azidopropane-1,2-diyl diacetate